C(C(C)C)C1=CN=NN1CC1=C(N=NN1C)C1=CC=C(C(=N1)C)O[C@@H]1C[C@H](CCC1)C(=O)OC Methyl (1S,3S)-3-((6-(5-((5-isobutyl-1H-1,2,3-triazol-1-yl)methyl)-1-methyl-1H-1,2,3-triazol-4-yl)-2-methylpyridin-3-yl)oxy)cyclohexane-1-carboxylate